5-(cyclopropylmethyl)-N-((3R,6S)-6-methylpiperidin-3-yl)-7H-pyrrolo[2,3-d]pyrimidin-4-amine C1(CC1)CC1=CNC=2N=CN=C(C21)N[C@H]2CN[C@H](CC2)C